FC(C(=O)O)(F)F.C1(CCCC1)COC1=CC2=C(C(=NO2)NS(=O)(=O)N2CCC(CC2)O[C@@H]2CNCC2)C=C1C1CC1 (S)-N-(6-(cyclopentylmethoxy)-5-cyclopropylbenzo[d]isoxazol-3-yl)-4-(pyrrolidin-3-yloxy)piperidine-1-sulfonamide 2,2,2-trifluoroacetate